5-{2-acetamidoimidazo[1,2-b]pyridazin-6-yl}-2-methoxy-N-methyl-N-{[3-(trifluoromethoxy)phenyl]methyl}pyridine-3-carboxamide C(C)(=O)NC=1N=C2N(N=C(C=C2)C=2C=C(C(=NC2)OC)C(=O)N(CC2=CC(=CC=C2)OC(F)(F)F)C)C1